C1(=CC(=CC=C1)[C@H](C)N)C (S)-1-(m-tolyl)ethan-1-amine